6-(5-(1-((1H-1,2,3-Triazol-4-yl)methyl)azetidin-3-yl)-3-isopropyl-1H-indol-2-yl)-7,8-dimethyl-[1,2,4]triazolo[1,5-a]pyridin N1N=NC(=C1)CN1CC(C1)C=1C=C2C(=C(NC2=CC1)C=1C(=C(C=2N(C1)N=CN2)C)C)C(C)C